COC=1C=C2[C@]3(C(NC2=CC1)=O)[C@@H](C3)C3=CC=C1C(=NNC1=C3)NC3=NC(=CN=C3C)C(C)C (1R,2S)-5'-methoxy-2-(3-{[3-methyl-6-(propan-2-yl)pyrazin-2-yl]amino}-1H-indazol-6-yl)spiro[cyclopropane-1,3'-indol]-2'(1'H)-one